[1-(2-aminoethyl)pyrrolidin-3-yl]methanol NCCN1CC(CC1)CO